C(#C)C=1N=C(C(=NC1C1=CC=CC=2N(C=NC21)C)C(=O)N)NC2=CC=C(C=C2)N2CCOCC2 5-Ethynyl-6-(1-methylbenzimidazol-4-yl)-3-(4-morpholinoanilino)pyrazine-2-carboxamide